C(CCCCCC)C1OC2=CC=CC=C2C=C1[N+](=O)[O-] 2-heptyl-3-nitro-2H-chromene